NN1C(=NC(=C1C(N)=O)C1=CC=C(C=C1)C(NC1=NC=CC(=C1)OC)=O)[C@H]1N(CCCC1)C(=O)OC(C)(C)C tert-butyl (S)-2-(1-amino-5-carbamoyl-4-(4-((4-methoxypyridin-2-yl)carbamoyl)phenyl)-1H-imidazol-2-yl)piperidine-1-carboxylate